methyl 1-(4-chloro-1H-pyrrolo[2,3-b]pyridin-1-yl)cyclopropane-1-carboxylate ClC1=C2C(=NC=C1)N(C=C2)C2(CC2)C(=O)OC